(S)-1-(2-ethoxy-5-(trifluoromethoxy)benzyl)-3-methylpiperazine disuccinate C(CCC(=O)O)(=O)O.C(CCC(=O)O)(=O)O.C(C)OC1=C(CN2C[C@@H](NCC2)C)C=C(C=C1)OC(F)(F)F